BrC=1C(=C(C=CC1)N1C(C(C2=CC=C(C=C12)N1C2CN(CC1CC2)C(=O)OC(C)(C)C)(C)C)=O)C(N)=O tert-butyl 8-(1-(3-bromo-2-carbamoylphenyl)-3,3-dimethyl-2-oxoindolin-6-yl)-3,8-diazabicyclo[3.2.1]octane-3-carboxylate